C(C1=CC=CC=C1)N(C(O)=O)C1(CCNCC1)C.C(C)(C)(C)[Si](OC(CN(CCCNC)CC(CCCCCCCC)O[Si](C(C)(C)C)(C)C)CCCCCCCC)(C)C 1-(bis{2-[(tert-butyl)bis(methyl)siloxy]decyl}amino)-3-(methylamino)propane Benzyl-(4-methylpiperidin-4-yl)carbamate